C(C)N1C(CC2=CC=CC=C12)=O 1-ethylindolin-2-one